(R)-2-(5-Fluoro-1-oxoisoindolin-2-yl)-N-(4-(1-methyl-1H-pyrazol-5-yl)phenyl)propanamide FC=1C=C2CN(C(C2=CC1)=O)[C@@H](C(=O)NC1=CC=C(C=C1)C1=CC=NN1C)C